COC([C@@H](NC([C@@H](NC(=O)C=1N=C(SC1)N1CCC(CC1)COC(NCCCOC)=O)CO[Si](C)(C)C(C)(C)C)=O)COC(C)=O)=O.FC(C(=O)C1=CC=C(C)C=C1)(F)F 4-(trifluoroacetyl)toluene Methyl-O-acetyl-N-(O-(tert-butyldimethylsilyl)-N-(2-(4-((((3-methoxypropyl)carbamoyl)oxy)methyl)piperidin-1-yl)thiazole-4-carbonyl)-L-seryl)-L-serinate